3,4-difluoro-2-chloro-nitrophenol FC=1C(=C(C=C(C1F)[N+](=O)[O-])O)Cl